C(C)(=O)O.N1=CC(=CC=C1)C(N)=N pyridine-3-carboximidamide acetate